dibutoxydiethoxymagnesium carbonate C(O)(O)=O.C(CCC)OC(CO[Mg]OCC)OCCCC